COC=1C(=CC2=C(N=C(S2)NC(CC2=CC(=CC=C2)S(=O)(=O)CC)=O)C1)OC N-(5,6-dimethoxybenzothiazol-2-yl)-2-[3-(ethylsulfonyl)phenyl]acetamide